(3S)-3-(4-Fluorophenoxymethyl)-2-{[5-methyl-2-(2H-1,2,3-triazol-2-yl)phenyl]carbonyl}-2-azabicyclo[3.1.1]heptan FC1=CC=C(OC[C@H]2N(C3CC(C2)C3)C(=O)C3=C(C=CC(=C3)C)N3N=CC=N3)C=C1